N-((3R,5R)-1-Cyano-5-methylpyrrolidin-3-yl)-5-(3-Cyanophenyl)-1,3,4-oxadiazol-2-carboxamid C(#N)N1C[C@@H](C[C@H]1C)NC(=O)C=1OC(=NN1)C1=CC(=CC=C1)C#N